O=C1NC(CCC1N1C(C2=CC=C(C=C2C1=O)N1CC2(CCC1)CCN(CC2)CC2CCN(CC2)C2=C(C=C(C(=C2)OC)[N+](=O)[O-])C=2C=NN(C2)C)=O)=O 2-(2,6-dioxopiperidin-3-yl)-5-(9-((1-(5-methoxy-2-(1-methyl-1H-pyrazol-4-yl)-4-nitrophenyl)piperidin-4-yl)methyl)-2,9-diazaspiro[5.5]undecan-2-yl)isoindoline-1,3-dione